carbon dinitrogen water O.[N].[N].[C]